(R)-1-(2-chloropyridin-3-yl)ethyl (4-(5-((3-cyanobicyclo[1.1.1]pentan-1-yl)carbamoyl)-6-(trifluoromethyl)pyridin-2-yl)-1-methyl-1H-1,2,3-triazol-5-yl)carbamate C(#N)C12CC(C1)(C2)NC(=O)C=2C=CC(=NC2C(F)(F)F)C=2N=NN(C2NC(O[C@H](C)C=2C(=NC=CC2)Cl)=O)C